(S)-2-((3S,5S)-1-(4-(trifluoromethyl)benzyl)-5-(4-(trifluoromethyl)phenyl)piperidin-3-yl)propanoic acid FC(C1=CC=C(CN2C[C@@H](C[C@H](C2)C2=CC=C(C=C2)C(F)(F)F)[C@@H](C(=O)O)C)C=C1)(F)F